(7-chloro-3-ethylsulfanyl-imidazo[1,5-a]pyridin-5-yl)-(1-methylcyclohexyl)methanol ClC1=CC=2N(C(=C1)C(O)C1(CCCCC1)C)C(=NC2)SCC